ClC1=NC2=C3C(=CC=C2C(=N1)C1=CC=CC=C1)C=CC=C3 2-chloro-4-phenylbenzo[h]quinazoline